meta-aminobenzenesulfonate NC=1C=C(C=CC1)S(=O)(=O)[O-]